1-[4-(cyanomethyl)-1-[(4-phenylphenyl)methyl]-4-piperidyl]-3-(cyclopropanecarbonylamino)pyrazole-4-carboxamide C(#N)CC1(CCN(CC1)CC1=CC=C(C=C1)C1=CC=CC=C1)N1N=C(C(=C1)C(=O)N)NC(=O)C1CC1